(3-bromophenyl)-dimethylphosphine oxide BrC=1C=C(C=CC1)P(C)(C)=O